diethyl-(3-pyridinyl)-borane C(C)B(C=1C=NC=CC1)CC